C(C)OC(C)OCC1C(C=C1)(C)C 3-(1-ethoxyethoxy)methyl-2,2-dimethylcyclobutene